OC1CCC(CC1)(C(=O)OC)C methyl 4-hydroxy-1-methyl-cyclohexanecarboxylate